9-Methyl-1-(4-(morpholinylmethyl)phenyl)-1,4-dihydrothiochromeno[4,3-c]pyrazole-3-carboxylic acid 5,5-diOxide CC=1C2=C(C=CC1)S(CC1=C2N(N=C1C(=O)O)C1=CC=C(C=C1)CN1CCOCC1)(=O)=O